C1=CC=CC=2C3=CC=CC=C3C(C12)COC(=O)N[C@H](C(=O)O)CCCC1=CC=C(C=C1)OCCCCNC(=O)OC(C)(C)C (S)-2-((((9H-fluoren-9-yl)methoxy)carbonyl)amino)-5-(4-(4-((tert-butoxycarbonyl)amino)butoxy)phenyl)pentanoic Acid